CO[V](OC)(OC)OC tetrakis(methoxy)vanadium (IV)